7-(4-fluoro-2-(trifluoromethyl)phenyl)-5,6,7,8-tetrahydro-2,7-naphthyridine-3-carboxylic acid ethyl ester C(C)OC(=O)C=1N=CC=2CN(CCC2C1)C1=C(C=C(C=C1)F)C(F)(F)F